C(#N)C1=CC(=C(C=C1)COC1=CC=CC(=N1)C1=CC(=C(C(=C1)F)CC(=O)NC1=C(C=C(C(=O)OC)C=C1)NC[C@H]1OCC1)F)F Methyl 4-[[2-[4-[6-[(4-cyano-2-fluoro-phenyl)methoxy]-2-pyridyl]-2,6-difluoro-phenyl]acetyl]amino]-3-[[(2S)-oxetan-2-ylmethyl]amino]benzoate